C(C=C)N1N(C2=NC(=NC=C2C1=O)SC)C1=CC=C2C(=N1)[C@@](CC2)(O)CC (R)-2-allyl-1-(7-ethyl-7-hydroxy-6,7-dihydro-5H-cyclopenta[b]pyridine-2-yl)-6-(methylthio)-1,2-dihydro-3H-pyrazolo[3,4-d]pyrimidin-3-one